(6-chloroimidazo[1,2-a]pyrimidin-2-yl)(3'-hydroxy-2,4-dihydro-1H-spiro[isoquinoline-3,4'-piperidin]-1'-yl)methanone ClC=1C=NC=2N(C1)C=C(N2)C(=O)N2CC(C1(CC2)NCC2=CC=CC=C2C1)O